2,2,7,7-tetramethyloctane CC(C)(CCCCC(C)(C)C)C